ClC=1C=C(C=CC1Cl)NC(=O)N1[C@@H]2CC=3C(=CN(C(C3)=O)C)[C@H]1CC2 (6S,9R)-N-(3,4-dichlorophenyl)-2-methyl-3-oxo-3,5,6,7,8,9-hexahydro-2H-6,9-epiminocyclohepta[c]pyridine-10-carboxamide